ClC1=C2N=CN(C2=NC(=N1)NC(C(C)C)=O)[C@H]1[C@]([C@@H]2O[Si](O[Si](OC[C@H]2O1)(C(C)C)C(C)C)(C(C)C)C(C)C)(C#C[Si](C)(C)C)F N-(6-Chloro-9-((6aR,8R,9R,9aR)-9-fluoro-2,2,4,4-tetraisopropyl-9-((trimethylsilyl)ethynyl)tetrahydro-6H-furo[3,2-f][1,3,5,2,4]trioxadisilocin-8-yl)-9H-purin-2-yl)isobutyramide